OC1=C(C=C(C=C1)[C@@H]1N(COC1=O)C(=O)OCC1=CC=CC=C1)I (S)-benzyl 4-(4-hydroxy-3-iodophenyl)-5-oxooxazolidine-3-carboxylate